N-benzo[d]thiazol-2-yl-N''-(3-chloro-4-methylaniline-carbonyl)-guanidine S1C(=NC2=C1C=CC=C2)NC(=NC(=O)NC2=CC(=C(C=C2)C)Cl)N